(R)-1-(2-Ethoxy-5-fluoropyridin-4-yl)-3-isopropyl-N-(3-methyl-1,1-dioxidotetrahydrothiophen-3-yl)-2-oxo-2,3-dihydro-1H-benzo[d]imidazole-5-carboxamide C(C)OC1=NC=C(C(=C1)N1C(N(C2=C1C=CC(=C2)C(=O)N[C@]2(CS(CC2)(=O)=O)C)C(C)C)=O)F